tert-butyl 6-[4-[2-[1-(6,7-dihydro-5H-pyrrolo[1,2-c]imidazol-1-yl)-2-ethoxy-2-oxo-ethyl]-7-fluoro-3-oxo-isoindolin-5-yl]phenyl]-2,6-diazaspiro[3.3]heptane-2-carboxylate C1(=C2N(C=N1)CCC2)C(C(=O)OCC)N2CC1=C(C=C(C=C1C2=O)C2=CC=C(C=C2)N2CC1(CN(C1)C(=O)OC(C)(C)C)C2)F